[Co].[Ti].[Zr] zirconium titanium cobalt